CN(CCCOC1=CC=C(C=N1)C1=CC=2C3=C(C=NC2C=C1)N(C(N3C(C)C)=O)C)C 8-[6-[3-(dimethylamino)propoxy]-3-pyridyl]-1-isopropyl-3-methyl-imidazo[4,5-c]quinolin-2-one